(S)-3-(2-(5-(2,6-dimethylpyridin-4-yl)hexahydropyrrolo[3,4-c]pyrrol-2(1H)-yl)ethyl)-2-oxaspiro[4.5]decan-1-one CC1=NC(=CC(=C1)N1CC2C(C1)CN(C2)CC[C@H]2OC(C1(C2)CCCCC1)=O)C